FC(C1=NC(=NC(=N1)C(F)(F)F)N1[C@@H](C=2NC3=CC=C(C=C3C2CC1)Cl)C[C@H](CCO)O)(F)F (3R)-4-{(1R)-2-[4,6-bis(trifluoromethyl)-1,3,5-triazin-2-yl]-6-chloro-2,3,4,9-tetrahydro-1H-pyrido[3,4-b]indol-1-yl}butane-1,3-diol